ClC1=C(C#N)C=CC(=C1)N1CC2(C[C@@H]1C)CCN(CC2)C=2N=NC(=CC2)C(=O)N2CC(C2)CN2CCN(CC2)C2=CC(=CC=C2)NC2C(NC(CC2)=O)=O 2-Chloro-4-((3S)-8-(6-(3-((4-(3-((2,6-dioxopiperidin-3-yl)amino)phenyl)piperazine-1-yl)methyl)azetidine-1-carbonyl)pyridazin-3-yl)-3-methyl-2,8-diazaspiro[4.5]dec-2-yl)benzonitrile